6-bromoindole-1-carboxylic acid tert-butyl ester C(C)(C)(C)OC(=O)N1C=CC2=CC=C(C=C12)Br